FC1CC2[C@@H]3CCON3C3CCC4NCCC(N[C@H](CCCC2CC1)C)C4N3 (6S,16S)-9-fluoro-16-methyl-3-oxa-2,17,21,25-tetraazapentacyclo[16.6.2.02,6.07,12.022,26]hexacosane